BrC=1C=C2C(=CNC2=CC1Cl)CC(=O)[O-] 5-bromo-6-chloro-3-indole-acetate